2-(6-bromo-5-fluoro-1-oxo-spiro[3H-isoquinoline-4,1'-cyclopropane]-2-yl)-N-(pyrimidin-2-yl)acetamide BrC=1C(=C2C(=CC1)C(N(CC21CC1)CC(=O)NC1=NC=CC=N1)=O)F